tert-butyl (1-(3-chloropropanoyl)piperidin-3-yl)carbamate ClCCC(=O)N1CC(CCC1)NC(OC(C)(C)C)=O